dioxane iron dichloride [Fe](Cl)Cl.O1CCOCC1